ClC1=CC=C(CNC(=O)NC2CC3(C2)CN(CC3)CC3=CC(=NC=C3)C)C=C1 1-(4-chlorobenzyl)-3-(6-(2-methylisonicotinyl)-6-azaspiro[3.4]oct-2-yl)urea